tert-butyl 2-(2-(3-bromophenyl)-2-((3-((2-hydroxyethyl)thio)-2,2-dimethylpropoxy)methyl)propanoyl-3,3,3-d3)-1-methylhydrazine-1-carboxylate BrC=1C=C(C=CC1)C(C(=O)NN(C(=O)OC(C)(C)C)C)(C([2H])([2H])[2H])COCC(CSCCO)(C)C